2-butyl-1-(3-((4-(2-morpholinoethyl)piperazin-1-yl)methyl)benzyl)-1H-imidazo[4,5-d]thieno[3,2-b]pyridin-4-amine C(CCC)C1=NC=2C(=C3C(=NC2N)C=CS3)N1CC1=CC(=CC=C1)CN1CCN(CC1)CCN1CCOCC1